N-[(5-cyclopropyl-6-fluoropyridin-2-yl)(phenyl)methyl]-4-fluoro-1-{2-[3-(trifluoromethyl)-1H-pyrazol-1-yl]acetyl}pyrrolidine-2-carboxamide C1(CC1)C=1C=CC(=NC1F)C(NC(=O)C1N(CC(C1)F)C(CN1N=C(C=C1)C(F)(F)F)=O)C1=CC=CC=C1